2-chloro-4-((3-(trifluoromethyl)pyridin-2-yl)oxy)benzaldehyde ClC1=C(C=O)C=CC(=C1)OC1=NC=CC=C1C(F)(F)F